ClC1=NC=C(C(=N1)C=1N(C=CC1)C(=O)[O-])OC 2-(2-chloro-5-methoxy-pyrimidin-4-yl)pyrrole-1-carboxylate